ClC1=CC=C(C=C1)CN1C(=NC=2N3CCC[C@@H]3CN(C(C12)=O)CCCO)OC1=CC(=CC=C1)OC(F)(F)F (10R)-5-[(4-chlorophenyl)methyl]-8-(3-hydroxypropyl)-4-[3-(trifluoromethoxy)phenoxy]-1,3,5,8-tetraazatricyclo[8.3.0.0[2,6]]tridec-2(6),3-dien-7-one